2-oxo-1,2,3,4-tetrahydropyridine O=C1NC=CCC1